(3-amino-5-(p-tolyl)-1H-pyrazol-1-yl)(3,4-dimethoxyphenyl)methanone NC1=NN(C(=C1)C1=CC=C(C=C1)C)C(=O)C1=CC(=C(C=C1)OC)OC